CNC(=O)C1(CCOCC1)NC(OC(C)(C)C)=O tert-Butyl 4-(methylcarbamoyl)tetrahydro-2H-pyran-4-ylcarbamate